CC1(C(NC2=CC(=CC=C12)C=1C2=C(N=C(N1)N1[C@H](CC1)C)CCC2)=O)C 3,3-dimethyl-6-[2-[(2S)-2-methylazetidin-1-yl]-6,7-dihydro-5H-cyclopenta[d]pyrimidin-4-yl]indolin-2-one